NCC=1C2=C(C(NN1)=O)C(=NC(=C2)C=2C=NN(C2C2=C(C(=CC(=C2C#N)OC2CC2)Cl)F)C)N(C(OC(C)(C)C)=O)CC(F)F tert-Butyl (1-(aminomethyl)-7-(5-(3-chloro-6-cyano-5-cyclopropoxy-2-fluorophenyl)-1-methyl-1H-pyrazol-4-yl)-4-oxo-3,4-dihydropyrido[3,4-d]pyridazin-5-yl)(2,2-difluoroethyl)carbamate